C(CCCCCCCCCCC)C(=S)SC(C(=O)[O-])(C)C 2-(dodecylthiocarbonylthio)-2-methylpropionate